2-amino-6-((2s)-1-((5-methoxy-7-methyl-1H-indol-4-yl)methyl)-4-(3,3,3-trifluoropropyl)piperazin-2-yl)pyridine-3-carboxylic acid NC1=NC(=CC=C1C(=O)O)[C@H]1N(CCN(C1)CCC(F)(F)F)CC1=C2C=CNC2=C(C=C1OC)C